sodium L(+)-tartrate C(=O)([O-])[C@H](O)[C@@H](O)C(=O)[O-].[Na+].[Na+]